C1(CC(CCC1)CN)CN 3-Cyclohexanedimethanamine